ClC=1C(=CC(=C(C1)NC(=O)N1[C@@H]2CC=3C(=CNC(C3)=O)[C@H]1CC2)F)C2=CC1=C(NC(=N1)C)C=C2 (6S,9R)-N-(5-Chloro-2-fluoro-4-(2-methyl-1H-benzo[d]imidazol-5-yl)phenyl)-3-oxo-3,5,6,7,8,9-hexahydro-2H-6,9-epiminocyclohepta[c]pyridine-10-carboxamide